2-((4-(7-(((2S,5R)-5-(Cyclopropanesulfonamido)tetrahydro-2H-pyran-2-yl)methyl)-2,7-diazaspiro[3.5]nonan-2-yl)pyrimidin-5-yl)oxy)-N-(2,2-difluoroethyl)-5-fluoro-N-isopropylbenzamide C1(CC1)S(=O)(=O)N[C@@H]1CC[C@H](OC1)CN1CCC2(CN(C2)C2=NC=NC=C2OC2=C(C(=O)N(C(C)C)CC(F)F)C=C(C=C2)F)CC1